CN1C(OC(C1)C=C)=O 3-methyl-5-vinyl-2-oxazolidinone